(7R,14R)-1-(difluoromethoxy)-11-((S or R)-4-hydroxypent-1-yn-1-yl)-6-(methyl-d3)-6,7-dihydro-7,14-methanobenzo[f]benzo[4,5]imidazo[1,2-a][1,4]diazocin-5(14H)-one FC(OC1=CC=CC=2C(N([C@H]3C=4N([C@@H](C21)C3)C3=C(N4)C=CC(=C3)C#CC[C@H](C)O)C([2H])([2H])[2H])=O)F |o1:26|